3,4-diethyl-1H-pyrrole-2-carboxylic acid ethyl ester C(C)OC(=O)C=1NC=C(C1CC)CC